C(C)(C)(C)OC(N(C)C1=NC=2C(=NCC=3ON=C(C3C2C=C1)C)C1=CC=C(C=C1)Cl)=O.[Pd].[Pd].C(C1=CC=CC=C1)=CC(=O)C=CC1=CC=CC=C1.C(C1=CC=CC=C1)=CC(=O)C=CC1=CC=CC=C1.C(C1=CC=CC=C1)=CC(=O)C=CC1=CC=CC=C1 tris(dibenzylideneacetone) diPalladium tert-butyl-N-[9-(4-chlorophenyl)-3-methyl-5-oxa-4,8,11-triazatricyclo[8.4.0.02,6]tetradeca-1(10),2(6),3,8,11,13-hexaen-12-yl]-N-methyl-carbamate